FC1=CC(=C(C(=O)NC2=NC=NS2)C=C1)OC(F)(F)F 4-fluoro-N-(1,2,4-thiadiazol-5-yl)-2-(trifluoromethoxy)benzamide